CC1=CC(=CC=C1)\C=C\C1=CC=CC=C1 4-methyl-2-(E)-styrylbenzene